4-(2-naphthoyl)-5-(dimethylamino)-3-phenylfuran-2(5H)-one C1=C(C=CC2=CC=CC=C12)C(=O)C1=C(C(OC1N(C)C)=O)C1=CC=CC=C1